S1C=2C(=CC1)C=CC=CC2 cyclohepta[1,2-b]thiophene